FC1=C(C=C(C=C1)OC=1C(=C2C=CNC2=C(C1F)F)F)C=1NC=C(N1)C1(CCOC2=C(C=CC=C12)C[C@H](C(=O)O)C)C (2R)-3-[4-[2-[2-fluoro-5-[(4,6,7-trifluoro-1H-indol-5-yl)oxy]phenyl]-1H-imidazol-4-yl]-4-methyl-chroman-8-yl]-2-methyl-propanoic acid